BrC=1N=C(N(N1)C1OCCCC1)C(CC(C1=NC=CC=C1Cl)O[Si](C)(C)C(C)(C)C)OC(C(C)(C)C)=O 2,2-dimethylpropionic acid [1-(5-bromo-2-tetrahydropyran-2-yl-1,2,4-triazol-3-yl)-3-[tert-butyl (dimethyl) silyl] oxy-3-(3-chloro-2-pyridinyl) propyl] ester